OC1=C(C=C2C(CC3(C2=C1)CC(C1=CC(=C(C=C13)O)C1=C(C(=O)N)C=CC(=C1C)[N+](=O)[O-])(C)C)(C)C)C1=C(C(=O)N)C=CC(=C1C)[N+](=O)[O-] (6,6'-dihydroxy-3,3,3',3'-tetramethyl-2,2',3,3'-tetrahydro-1,1'-spirobi[indene]-5,5'-diyl)bis(3-methyl-4-nitrobenzamide)